4(2H)-pyranol O1CC=C(C=C1)O